IN1C(CCC1=O)=O N-Iodiosuccinimide